ClC=1C=CC(=C(C(=O)NC2=C(C=CC(=C2)C=2OC(=NN2)C=2OC=CC2)F)C1)OC(F)(F)F 5-Chloro-N-(2-fluoro-5-(5-(furan-2-yl)-1,3,4-oxadiazol-2-yl)phenyl)-2-(trifluoromethoxy)benzamide